N1(C=NC=2C1=C1C(=NC2)NC=C1)N1CC=CC=C1 1-(imidazo[4,5-d]pyrrolo[2,3-b]pyridine-1(6H)-yl)pyridine